2-(2-fluoro-4-nitrophenyl)propane FC1=C(C=CC(=C1)[N+](=O)[O-])C(C)C